ClC1=C(C=CC=C1)C(/C=C/C1=CC=C(C=C1)\C=C\1/C(N(C(S1)=S)CC(=O)O)=O)=O 2-[(5E)-5-[[4-[(E)-3-(2-Chlorophenyl)-3-oxoprop-1-enyl]phenyl]methylidene]-4-oxo-2-sulfanylidene-1,3-thiazolidin-3-yl]acetic acid